CC=1C=C(C=C(C1O)C)C(C)(C)C1=CC(=C(C(=C1)C)O)C 2,2-Bis(3,5-dimethyl-4-hydroxy-phenyl)propan